Cl.CN(C1(CCOCC1)C(=O)NC1(CC1)C1=CC=C(C=N1)C(=O)O)CCOC1=CC=CC=C1 6-[1-[[4-[Methyl(2-phenoxyethyl)amino]tetrahydropyran-4-carbonyl]amino]cyclopropyl]pyridine-3-carboxylic acid, hydrochloride